OCC(=O)OC1C(C2CCC3(C4CCC5(C(C4CCC3C2(CC1)C)C(CC5)C(=C)C)C)C)(C)C 3a,5b,8,8,11a-pentamethyl-1-(prop-1-en-2-yl)icosahydro-1H-cyclopenta[a]chrysen-9-yl 2-hydroxyacetate